1-{[2-(2H-1,3-Benzodioxol-5-yl)-1-methyl-ethyl]-N-methylaminocarbonyloxy}ethyl 3-oxetanecarboxylate O1CC(C1)C(=O)OC(C)OC(=O)N(C)C(CC1=CC2=C(OCO2)C=C1)C